2,3,4,5-tetrahydro-1,5-benzoxazepine-7-carboxylate O1CCCNC2=C1C=CC(=C2)C(=O)[O-]